4-(4-(3-amino-5-bromo-1H-pyrazol-1-yl)phenyl)thiomorpholine 1,1-dioxide NC1=NN(C(=C1)Br)C1=CC=C(C=C1)N1CCS(CC1)(=O)=O